1-(isothiazol-5-yl)-N-((3-methyl-[1,2,4]triazolo[4,3-a]pyrazin-8-yl)methyl)methylamine S1N=CC=C1CNCC=1C=2N(C=CN1)C(=NN2)C